[methylenebis(2,6-dimethyl-4,1-phenylene)]bis[benzamide] C(C1=CC(=C(C(=C1)C)C1=C(C(=O)N)C=CC=C1)C)C1=CC(=C(C(=C1)C)C1=C(C(=O)N)C=CC=C1)C